3-(3-(2-hydroxyethyl)-3-methyl-6-oxo-2,3,6,8-tetrahydro-7H-furo[2,3-e]isoindol-7-yl)piperidine-2,6-dione OCCC1(COC2=C3CN(C(C3=CC=C21)=O)C2C(NC(CC2)=O)=O)C